4-chloro-N-((1R,4R)-4-(4-((7-(2-(dimethylamino)acetamido)-4-oxoquinazolin-3(4H)-yl)methyl)-4-hydroxypiperidine-1-carbonyl)cyclohexyl)quinoline-7-carboxamide ClC1=CC=NC2=CC(=CC=C12)C(=O)NC1CCC(CC1)C(=O)N1CCC(CC1)(O)CN1C=NC2=CC(=CC=C2C1=O)NC(CN(C)C)=O